7-chloro-3-(6-(hydroxymethyl)-4-methylpyridin-3-yl)-1-methyl-1,6-naphthyridin-2(1H)-one ClC1=NC=C2C=C(C(N(C2=C1)C)=O)C=1C=NC(=CC1C)CO